[N+](=O)([O-])[O-].C1(CCCCC1)P(C1CCCCC1)C1CCCCC1.C1(CCCCC1)P(C1CCCCC1)C1CCCCC1.[Pd+2].[N+](=O)([O-])[O-] palladium bis(tricyclohexylphosphine) nitrate